(S)-2-azido-1-(3-chloro-5-fluorophenyl)ethylamine hydrochloride Cl.N(=[N+]=[N-])C[C@H](C1=CC(=CC(=C1)F)Cl)N